FC1=C(C=C(C(=C1)C=O)F)C=O 2,5-Difluorobenzene-1,4-dicarbaldehyde